N-[(1S)-2-[5-(azidomethyl)-2,4-difluoro-phenoxy]-1-methyl-ethyl]-1,1,1-trifluoro-methanesulfonamide N(=[N+]=[N-])CC=1C(=CC(=C(OC[C@H](C)NS(=O)(=O)C(F)(F)F)C1)F)F